tert-butyl N-[(3S,4S)-4-hydroxypiperidin-3-yl]carbamate CC(C)(C)OC(=O)N[C@H]1CNCC[C@@H]1O